CN(CCCCCCN(C)C)C tetra-methylhexamethylenediamine